C(C)(C)(C)OC(=O)N1N=C(C(=C1)N)C.O=C1NC2=C(N1CC1=CC=C3CCC(C3=C1)NC(C)=O)C=CC=C2 N-(6-((2-oxo-2,3-dihydro-1H-benzo[d]imidazol-1-yl)methyl)-2,3-dihydro-1H-inden-1-yl)acetamide tert-butyl-4-amino-3-methyl-1H-pyrazole-1-carboxylate